[N+](=O)([O-])C=1C=CC(=NC1NC1=CC=NC=C1)N1C[C@H]2N(C[C@H]2CC1)C(=O)OC(C)(C)C Tert-butyl (1S,6R)-3-[5-nitro-6-(4-pyridinylamino)-2-pyridyl]-3,8-diazabicyclo[4.2.0]Octane-8-carboxylate